tert-butyl (1R,3S,4S)-3-hydroxy-4-methylcyclohexyl-carbamate O[C@H]1C[C@@H](CC[C@@H]1C)NC(OC(C)(C)C)=O